7-fluoro-1-isopropyl-3-methyl-8-(6-(3-(piperidin-1-yl)propoxy)pyridin-3-yl)-1,3-dihydro-2H-imidazo[4,5-c]cinnolin-2-one FC=1C(=CC=2C3=C(N=NC2C1)N(C(N3C(C)C)=O)C)C=3C=NC(=CC3)OCCCN3CCCCC3